(1R,2R)-2-(dimethylamino)cyclohexanol CN([C@H]1[C@@H](CCCC1)O)C